C1C2CC3CC1CC(C2)(C3)C(=O)C4=CC5=CC=CC=C5N4 adamantoylindole